BrC1=C(C(=O)OC)C=CC(=C1)C=1OC(=NN1)C methyl 2-bromo-4-(5-methyl-1,3,4-oxadiazol-2-yl)benzoate